C(=O)(C=C)N1CC2(CN(C2)C=2C=NC=CC2C2=CC(=C(CNC(=O)C3=NOC(=N3)C(C)(C)C)C=C2)C)C1 N-(4-(3-(6-acryl-2,6-diazaspiro[3.3]heptane-2-yl)pyridin-4-yl)-2-methylbenzyl)-5-(tert-butyl)-1,2,4-oxadiazole-3-carboxamide